C(C)(C)(C)C1=[NH+]C=C(C(=C1)C)C(C)(C)C.FC(S(=O)(=O)[O-])(F)F trifluoromethanesulfonic acid-2,5-di-tert-butyl-4-methylpyridinium salt